FC1=CC=C(C=C1)S(=O)(=O)NC(=O)C=1C(=NC(=CC1)N1N=C(C=C1)OCC1(CC1)C(F)(F)F)N1C(C[C@@H](C1)C)(C)C N-(4-fluorophenyl)sulfonyl-6-[3-[[1-(trifluoromethyl)cyclopropyl]methoxyl]pyrazol-1-yl]-2-[(4S)-2,2,4-trimethylpyrrolidin-1-yl]pyridine-3-carboxamide